5-(8-(pyrrolidin-2-yl)isochroman-6-yl)-3-(thiazol-2-yl)pyridin-2-amine N1C(CCC1)C=1C=C(C=C2CCOCC12)C=1C=C(C(=NC1)N)C=1SC=CN1